[O-]P([O-])(=O)OP(=O)([O-])O.[NH4+].[NH4+].[NH4+] triammonium pyrophosphate